COC1=CC=C(C=C1)CNC=1SC=CN1 N-[(4-methoxyphenyl)methyl]thiazol-2-amine